C(C)(C)OC1=CC(=C(C=C1)C1(SC=2N=CC=C3NC(NC1C23)=O)C(=O)N)C 4-isopropoxy-2-methylphenyl-4-oxo-dihydro-3H-1-thia-3,5,8-triazaacenaphthylene-2-carboxamide